[Pd](Cl)Cl.C methane palladium chloride